3-Cyano-N-(3-(1-(difluoromethyl)-1H-pyrazol-4-yl)-1H-indazol-5-yl)-2,6-dimethylbenzamide C(#N)C=1C(=C(C(=O)NC=2C=C3C(=NNC3=CC2)C=2C=NN(C2)C(F)F)C(=CC1)C)C